ClC1=NC(=C2N=CN(C2=N1)C(F)F)N[C@@H]1CN(CC1)C(=O)OC(C)(C)C tert-butyl (S)-3-((2-chloro-9-(difluoromethyl)-9H-purin-6-yl)amino)-pyrrolidine-1-carboxylate